tri-octyl-(2-octyl)silane lithium [Li].C(CCCCCCC)[Si](C(C)CCCCCC)(CCCCCCCC)CCCCCCCC